methyl 5-(2-(chloromethyl)-1H-imidazol-1-yl)pentanoate ClCC=1N(C=CN1)CCCCC(=O)OC